(4-(Azetidine-1-carbonyl)cyclohexyl)methyl 4-methyl-benzenesulfonate CC1=CC=C(C=C1)S(=O)(=O)OCC1CCC(CC1)C(=O)N1CCC1